C(C=C)N1C(C2=CC=C(C=C2C1(C)C)NC1=NC=C(C(=N1)N[C@H](CO)C1=CC=CC=C1)C1=NC(=NO1)C)=O (S)-2-allyl-5-((4-((2-hydroxy-1-phenylethyl)amino)-5-(3-methyl-1,2,4-oxadiazol-5-yl)pyrimidin-2-yl)amino)-3,3-dimethylisoindolin-1-one